FC1(CC(C1)NC1=C(C=NC2=CC=C(C=C12)C=1C=NNC1)C(=O)NC1CC(C1)NC(OC)=O)F methyl ((1R,3R)-3-(4-((3,3-difluorocyclobutyl)amino)-6-(1H-pyrazol-4-yl)quinoline-3-carboxamido)cyclobutyl)carbamate